FC(=C1CCC=2C(=C(C=CC12)C1=C(N=C(N=N1)N[C@H]1[C@@H](CCCC1)O)C)O)F 1-(Difluoromethylene)-5-(3-(((1R,2R)-2-hydroxycyclohexyl)amino)-5-methyl-1,2,4-triazin-6-yl)-2,3-dihydro-1H-indene-4-ol